C(C)(=O)NC=1C=CC2=C(N=CO2)C1 5-acetamidobenzo[d]oxazol